azobisisostearic acid hydrochloride Cl.N(=NC(C(=O)O)CCCCCCCCCCCCCC(C)C)C(C(=O)O)CCCCCCCCCCCCCC(C)C